N1C(=NC2=C1C=CC=C2)C=2C(=NC1=CC(=CC=C1C2)F)NCCN(C)C N1-(3-(1H-benzo[d]imidazol-2-yl)-7-fluoroquinolin-2-yl)-N2,N2-dimethylethane-1,2-diamine